(4S,5R)-1-(1-(4-fluorophenyl)-1H-indazol-5-yl)-3,3-dimethyl-5-phenyl-4-(pyrimidin-2-ylamino)pyrrolidin FC1=CC=C(C=C1)N1N=CC2=CC(=CC=C12)N1CC([C@@H]([C@H]1C1=CC=CC=C1)NC1=NC=CC=N1)(C)C